O=C1NC(CCC1NC1=CC=C(C=N1)N1CCN(CC1)CCC1CCNCC1)=O 4-(2-(4-(6-((2,6-dioxopiperidin-3-yl)amino)pyridin-3-yl)piperazin-1-yl)ethyl)piperidin